C1(CC1)C1=CC=C2N=C(C(N(C2=C1)C1=CC=C(C=C1)OC(F)F)=O)C=1C=CC2=C(N(N=N2)C)C1 7-cyclopropyl-1-(4-(difluoromethoxy)phenyl)-3-(1-methyl-1H-benzo[d][1,2,3]triazol-6-yl)-2(1H)-quinoxalinone